pentylphenyl sulfoxide C(CCCC)S(=O)C1=CC=CC=C1